N1N=NC2=C1C=CC=C2N2CCN(CC2)CCC(C=CC=C)=C 1-(4-(1,2,3-benzotriazolyl)-1-piperazinyl)-3-methylenehept-4,6-diene